(rac)-(2r,4s)-2-(6-(3-cyclopropylphenyl)-3-azabicyclo[4.1.0]heptane-3-carbonyl)-5-azaspiro[3.4]octan-6-one C1(CC1)C=1C=C(C=CC1)C12CCN(CC2C1)C(=O)C1CC2(C1)NC(CC2)=O